4-[[[6-[[2-(dimethylamino)ethyl]-[(4-methoxyphenyl)methyl]amino]-3-pyridinyl]carboxyl]amino]butanoate CN(CCN(C1=CC=C(C=N1)OC(=O)NCCCC(=O)[O-])CC1=CC=C(C=C1)OC)C